(3-((6-(3,5-dimethylisoxazol-4-yl)pyridin-3-yl)methyl)-1,2,3-oxadiazol-3-ium-5-yl)((3-(trifluoromethyl)phenyl)carbamoyl)amide CC1=NOC(=C1C1=CC=C(C=N1)C[N+]1=NOC(=C1)[N-]C(NC1=CC(=CC=C1)C(F)(F)F)=O)C